p-methylbenzenesulfonyl-methyl isonitrile CC1=CC=C(C=C1)S(=O)(=O)C[N+]#[C-]